C12CN(CC(CC1)N2)C=2C=C(C=C1C(=NC(=NC21)C)C=2SC(=NN2)C(F)F)S(=O)(=O)NC2(CC2)C 8-(3,8-diazabicyclo[3.2.1]octan-3-yl)-4-(5-(difluoromethyl)-1,3,4-thiadiazol-2-yl)-2-methyl-N-(1-methylcyclopropyl)quinazoline-6-sulfonamide